4-((2-(3-methylisoxazol-5-yl)ethyl)amino)-4-oxobutanoic acid tert-butyl ester C(C)(C)(C)OC(CCC(=O)NCCC1=CC(=NO1)C)=O